C(C)(=O)NC1=CC(=C(C=C1)CC(=O)OCC)OCC=1C=C(C2=C(C=C(O2)CO[Si](C)(C)C(C)(C)C)C1)I ethyl 2-(4-acetamido-2-((2-(((tertbutyldimethylsilyl)oxy)methyl)-7-iodobenzofuran-5-yl)methoxy)phenyl)acetate